ClC1=C(C=C(C=C1)N1CCN(CC1)C(CN1N=C(C2=C1CCC2)C(=O)N2C[C@H](O[C@H](C2)C)C)=O)F 1-[4-(4-chloro-3-fluorophenyl)piperazin-1-yl]-2-{3-[(2R,6S)-2,6-dimethylmorpholine-4-carbonyl]-5,6-dihydrocyclopenta[c]pyrazol-1(4H)-yl}ethan-1-one